(1-((2R,5S)-4-(2-(cyanomethyl)-4-methyl-5-oxo-4,5-dihydro-2H-pyrazolo[4,3-b]pyridin-7-yl)-2,5-diethylpiperazin-1-yl)ethyl)-5-fluorobenzonitrile C(#N)CN1N=C2C(N(C(C=C2N2C[C@H](N(C[C@@H]2CC)C(C)C2=C(C#N)C=C(C=C2)F)CC)=O)C)=C1